methyl 2-(4-(6-(2-(2,5-dimethyl-1H-pyrrol-1-yl)-8-methyl-[1,2,4]-triazolo[1,5-a]pyridin-7-yl)pyrazin-2-yl)-1H-pyrazol-1-yl)-2-(4-fluorophenyl)acetate CC=1N(C(=CC1)C)C1=NN2C(C(=C(C=C2)C2=CN=CC(=N2)C=2C=NN(C2)C(C(=O)OC)C2=CC=C(C=C2)F)C)=N1